C(#N)C[C@@H]1N(CCN(C1)C=1C2=C(N=C(N1)OC[C@@H]1N(CCC1)C)CN(CC2)C2=CC=C(C1=CC=CC=C21)F)C(=O)OCC2=CC=CC=C2 benzyl (2S)-2-(cyanomethyl)-4-[7-(4-fluoro-1-naphthyl)-2-[[(2R)-1-methylpyrrolidin-2-yl]methoxy]-6,8-dihydro-5H-pyrido[3,4-d]pyrimidin-4-yl]piperazine-1-carboxylate